C(CCC)N1N=C(C(=C1C=O)Cl)C 1-BUTYL-4-CHLORO-3-METHYL-1H-PYRAZOLE-5-CARBALDEHYDE